tert-butyl N-tert-butoxycarbonyl-N-[12-[1-(2,6-dioxo-3-piperidyl)-3-methyl-2-oxo-benzimidazol-5-yl]dodec-11-enyl]carbamate C(C)(C)(C)OC(=O)N(C(OC(C)(C)C)=O)CCCCCCCCCCC=CC1=CC2=C(N(C(N2C)=O)C2C(NC(CC2)=O)=O)C=C1